4-[6-(6-chloroquinazolin-4-yl)-7,8-dihydro-5H-1,6-naphthyridin-3-yl]-3,5-dimethyl-isoxazole ClC=1C=C2C(=NC=NC2=CC1)N1CC=2C=C(C=NC2CC1)C=1C(=NOC1C)C